C(=O)C(CCCC1OCCO1)CCC 4-formyl-n-heptyl-1,3-dioxolan